N1(N=NC=C1)CC1CN(CCC1)C1=CC(=NC=N1)C1=CN=C2N1N=C(C=C2)C(F)F 3-(6-(3-((1H-1,2,3-Triazol-1-yl)methyl)piperidin-1-yl)pyrimidin-4-yl)-6-(difluoromethyl)imidazo[1,2-b]pyridazine